C(C)OC(=O)C1=CC2=C(N(C(N2)=O)C)C=C1Br 6-bromo-1-methyl-2-oxo-2,3-dihydro-1H-benzo[d]imidazole-5-carboxylic acid ethyl ester